5-{4-[(4-ethyl-2,6-difluorophenyl)ethynyl]phenyl}-2-propylthieno[3,2-b]thiophene C(C)C1=CC(=C(C(=C1)F)C#CC1=CC=C(C=C1)C1=CC=2SC(=CC2S1)CCC)F